N-(2-methylphenyl)-2-(propylamino)propanamide CC1=C(C=CC=C1)NC(C(C)NCCC)=O